ClC1=NC(=CC(=C1C#N)C1=CC(=C(C=C1)[N+](=O)[O-])OCC1=CC=C(C=C1)F)C1=CC=CC=C1 2-chloro-4-(3-((4-fluorophenyl)methoxy)-4-nitrophenyl)-6-phenylpyridine-3-carbonitrile